O1C=COC2=C1C(=CC=C2)C(=O)O benzodioxine-8-carboxylic acid